6-(4-fluoro-3-methyl-phenyl)-1-[(5-fluoro-3-pyridinyl)methyl]-3-methyl-imidazo[4,5-b]pyridin-2-one FC1=C(C=C(C=C1)C=1C=C2C(=NC1)N(C(N2CC=2C=NC=C(C2)F)=O)C)C